6-amino-5-chloro-2-(4-chloro-2-fluoro-3-methoxy-phenyl)-pyrimidine-4-carboxylic acid NC1=C(C(=NC(=N1)C1=C(C(=C(C=C1)Cl)OC)F)C(=O)O)Cl